ClC1=CNC2=NC=CC(=C21)OC2=CC(=C(C=C2)NC(=O)NC2=CC(=NN2C2=CC=CC=C2)C2CC2)F 1-(4-((3-chloro-1H-pyrrolo[2,3-b]pyridin-4-yl)oxy)-2-fluorophenyl)-3-(3-cyclopropyl-1-phenyl-1H-pyrazol-5-yl)urea